4-bromo-6-chloro-5-(cyclobut-1-en-1-yl)-1-(tetrahydro-2H-pyran-2-yl)-1H-indazole BrC1=C2C=NN(C2=CC(=C1C1=CCC1)Cl)C1OCCCC1